FC(C1=NC2=CC=C(C(=C2NC1=O)F)CN1CCN(CC1)C=1C=CC(=NC1F)NC(=O)C=1C(=NN(C1)C)F)F N-(5-(4-((2-(difluoromethyl)-5-fluoro-3-oxo-3,4-dihydroquinoxalin-6-yl)methyl)piperazine-1-yl)-6-fluoropyridin-2-yl)-3-fluoro-1-methyl-1H-pyrazole-4-carboxamide